C(C1=CC=CC=C1)N1CCC2(CCN(CC2)C[C@@H]2C(CN(CC2)C(=O)OC(C)(C)C)(F)F)CC1 tert-butyl (4R)-4-({9-benzyl-3,9-diazaspiro[5.5]undecan-3-yl}methyl)-3,3-difluoropiperidine-1-carboxylate